C[C@@H](CC)NC(O[C@H]1C[C@H](CC1)C1=CC(=NN1)NC(CC1=NC(=CN=C1)C(F)(F)F)=O)=O (1R,3S)-3-[3-({[6-(trifluoromethyl)pyrazin-2-yl]acetyl}amino)-1H-pyrazol-5-yl]cyclopentyl (2S)-butan-2-ylcarbamate